GLYCYLPHENYLALANINE NCC(=O)N[C@@H](CC1=CC=CC=C1)C(=O)O